BrC=1C=C2C=C(C(=NC2=CC1)C(=O)O)OCC1=CC=C(C=C1)OC 6-bromo-3-((4-methoxybenzyl)oxy)quinoline-2-carboxylic acid